1-((2R,4S,5R)-4-Hydroxy-5-(hydroxymethyl)tetrahydrofuran-2-yl)-1,5-dihydro-4H-imidazo[4,5-d]pyridazin-4-one O[C@H]1C[C@@H](O[C@@H]1CO)N1C=NC2=C1C=NNC2=O